2-(3-(4-ethyl-phenyl)allyl)-1,3-diphenyl-propane C(C)C1=CC=C(C=C1)C=CCC(CC1=CC=CC=C1)CC1=CC=CC=C1